tert-butyl ((1-(4-cyano-3-fluoro-5-methoxybenzyl)-1H-pyrazol-3-yl)methyl)carbamate C(#N)C1=C(C=C(CN2N=C(C=C2)CNC(OC(C)(C)C)=O)C=C1OC)F